COC(CN1C(C2=CC=C(C=C2[C@]2(C1)[C@H](C2)F)Br)=O)=O 2-((1R,2S)-6'-bromo-2-fluoro-1'-oxo-1'H-spiro[cyclopropane-1,4'-isoquinolin]-2'(3'H)-yl)acetic acid methyl ester